O=S1C(C(=CC2=CC=CC=C12)C(=O)C1=CC=C(C=C1)C(F)(F)F)C1=CC=CC=C1 (1-Oxido-2-phenyl-2H-thiochromen-3-yl)(4-(trifluoromethyl)phenyl)methanone